C(#N)C(CC1C(NCC1)=O)NC(=O)C1N(C2CC(C1CC2)(F)F)C(C(F)(F)C2=CC(=CC(=C2)Cl)Cl)=O N-[1-cyano-2-[2-oxopyrrolidin-3-yl]ethyl]-2-[2-(3,5-dichlorophenyl)-2,2-difluoro-acetyl]-5,5-difluoro-2-azabicyclo[2.2.2]octane-3-carboxamide